7-chloro-3-(5-(difluoromethyl)-1,3,4-thiadiazol-2-yl)-1-ethyl-2-oxo-2,3-dihydro-1H-benzo[d]imidazole-5-sulfinic acid ClC1=CC(=CC2=C1N(C(N2C=2SC(=NN2)C(F)F)=O)CC)S(=O)O